Benzyl 3-oxopiperazine-1-carboxylate O=C1CN(CCN1)C(=O)OCC1=CC=CC=C1